3-(5-(3-fluoro-4-((4-fluoropiperidin-1-yl)methyl)pyridin-2-yl)-1-oxoisoindolin-2-yl)piperidine-2,6-dione FC=1C(=NC=CC1CN1CCC(CC1)F)C=1C=C2CN(C(C2=CC1)=O)C1C(NC(CC1)=O)=O